C(C)N1N=C(C=C1C(=O)NC1=NC=2C=C(C=C3OCC(N1C23)CCO)C(=O)OC)C Methyl 2-(1-ethyl-3-methyl-1H-pyrazole-5-carboxamido)-3-(2-hydroxyethyl)-3,4-dihydro-5-oxa-1,2a-diazaacenaphthylene-7-carboxylate